FC=1C=C(C2=C(SC=C2)C1)CCNC(OC(C)(C)C)=O Tert-butyl (2-(6-fluorobenzo[b]thiophen-4-yl)ethyl)carbamate